C1(CC1)C(=O)NC1=NC=C(C(=O)NOCC)C(=C1)NC1=C(C(=CC=C1)C1=NC=C(C=N1)C)OC 6-(cyclopropanecarboxamido)-N-ethoxy-4-((2-Methoxy-3-(5-methylpyrimidin-2-yl)phenyl)amino)nicotinamide